biphenyl-4-carboxamide C1(=CC=C(C=C1)C(=O)N)C1=CC=CC=C1